3-chloro-2-[(12aR)-8-chloro-10-fluoro-1,2,3,4,12,12a-hexahydro-6H-pyrazino[2,1-c][1,4]benzooxazepin-9-yl]phenol ClC=1C(=C(C=CC1)O)C1=C(C2=C(CN3[C@@H](CO2)CNCC3)C=C1Cl)F